C(C1=CC=CC=C1)OC1=C(C=CC=C1)C=C1C=C(C(C(=C1)C(C)(C)C)=O)C(C)(C)C 4-(2-benzyloxyphenyl)methylene-2,6-di-tert-butyl-2,5-cyclohexadiene-1-one